CC(=O)OC1=C(C=C(C=C1)/C=C/C(=O)O)OC The molecule is a phenyl acetate obtained by the formal condensation of the phenolic group of ferulic acid with acetic acid. It is a member of cinnamic acids, a monomethoxybenzene and a member of phenyl acetates. It derives from a ferulic acid.